FC(C1=CC=C(C=C1)NC=1C(=NC=CN1)C#N)(F)F 3-((4-(trifluoromethyl)phenyl)amino)pyrazine-2-carbonitrile